(4R,11bS)-4-(2-((R)-Methyl(phenyl)silyl)phenyl)-4,5-dihydro-3H-dinaphtho[2,1-c:1',2'-e]phosphepine C[Si@@H](C1=C(C=CC=C1)P1CC2=C(C3=C(C1)C=CC1=CC=CC=C13)C=1C=CC=CC1C=C2)C2=CC=CC=C2